NC1=NC=CC(=C1C#CC(C)(C)N)C=1C=C2C(=NNC2=CC1)N 5-(2-Amino-3-(3-amino-3-methylbut-1-yn-1-yl)pyridin-4-yl)-1H-indazol-3-amine